bisphenol A bistrimellitate C(C=1C(C(=O)O)=CC(C(=O)O)=CC1)(=O)O.C(C=1C(C(=O)O)=CC(C(=O)O)=CC1)(=O)O.OC1=CC=C(C=C1)C(C)(C)C1=CC=C(C=C1)O